FC=1C(=CC2=C(CCO2)C1)C=N[S@](=O)C(C)(C)C (R)-N-((5-Fluoro-2,3-dihydrobenzofuran-6-yl)methylidene)-2-methylpropane-2-sulfinamide